C(C1=CC=CC=C1)C(C)(O[Si](OCC)(OCC)CCCN)CCN benzyl-aminoethyl-aminopropyl-triethoxysilane